5-(3-(Azido(4-fluoro-2-(trifluoromethyl)phenyl)methyl)-5,6-dihydroimidazo[1,2-a]pyrazin-7(8H)-yl)-4-chloropyridazin-3(2H)-one N(=[N+]=[N-])C(C1=CN=C2N1CCN(C2)C2=C(C(NN=C2)=O)Cl)C2=C(C=C(C=C2)F)C(F)(F)F